2-[(1S,4S,5R)-5-{[5-cyclopropyl-3-(2,6-dichlorophenyl)-1,2-oxazol-4-yl]methoxy}-2-azabicyclo[2.2.1]heptan-2-yl]-4-ethyl-1,3-benzothiazole-6-carboxylic acid C1(CC1)C1=C(C(=NO1)C1=C(C=CC=C1Cl)Cl)CO[C@H]1[C@@H]2CN([C@H](C1)C2)C=2SC1=C(N2)C(=CC(=C1)C(=O)O)CC